(3-chloro-4-(4-(2-(1-hydroxycyclobutyl)pyridin-4-yl)thiophen-2-yl)phenyl)(4-hydroxypiperidin-1-yl)methanone ClC=1C=C(C=CC1C=1SC=C(C1)C1=CC(=NC=C1)C1(CCC1)O)C(=O)N1CCC(CC1)O